C(C)OC=1C=C(C=CC1O)/C=C/C(=O)C1=CC=C(C=C1)S(=O)(=O)N1CCCCC1 (E)-3-(3-Ethoxy-4-hydroxyphenyl)-1-(4-piperidin-1-ylsulfonylphenyl)prop-2-en-1-one